tetradecyldimethylammonium tetrakis(pentafluorophenyl)borate FC1=C(C(=C(C(=C1[B-](C1=C(C(=C(C(=C1F)F)F)F)F)(C1=C(C(=C(C(=C1F)F)F)F)F)C1=C(C(=C(C(=C1F)F)F)F)F)F)F)F)F.C(CCCCCCCCCCCCC)[NH+](C)C